2-(hydroxymethyl)-3-methylpiperidin-3-ol OCC1NCCCC1(O)C